7-(5-(6-Ethoxy-1H-pyrazolo[3',4':3,4]pyrazolo[1,5-a]pyridin-4-yl)pyridin-2-yl)-2,7-diazaspiro[4.5]decane C(C)OC=1C=C(C=2N(C1)N=C1C2C=NN1)C=1C=CC(=NC1)N1CC2(CCNC2)CCC1